OC1=NC(=CC(=C1C)C)O 2,6-Dihydroxy-3,4-dimethylpyridin